BrC1=CC=C(C2=CC=C(C=C12)OC)F 4-Bromo-1-fluoro-6-methoxynaphthalene